3-((3-bromopyridin-2-yl)methyl)-2-((7-oxo-6-azaspiro[3.4]octan-2-yl)methyl)isoindolin-1-one (cyclohexanecarboxamido)tetrahydro-2H-pyran-2,4,5-triyl-triacetate C1(CCCCC1)C(=O)NC(C(=O)O)C1C(CC(OC1)CC(=O)O)CC(=O)O.BrC=1C(=NC=CC1)CC1N(C(C2=CC=CC=C12)=O)CC1CC2(C1)CNC(C2)=O